C1(CC(CCC1)CN(CC1CO1)CC1CO1)CN(CC1CO1)CC1CO1 (cyclohexane-1,3-diylbismethylene)bis(diglycidyl-amine)